N1=C(N=CC=C1)C(=O)OCC Ethyl pyrimidine-2-carboxylate